N1=CC(=CC=C1)C(=O)O pyridine-meta-carboxylic acid